FC[C@H](CN(CC[C@@H](C(=O)O)NC=1C2=C(N=CN1)C=CS2)CCCCC2=NC=1NCCCC1C=C2)OC (S)-4-(((S)-3-fluoro-2-methoxypropyl)(4-(5,6,7,8-tetrahydro-1,8-naphthyridin-2-yl)butyl)amino)-2-(thieno[3,2-d]pyrimidin-4-ylamino)butanoic acid